N,N-Dimethyl-2-hydroxyethylamine CN(C)CCO